N-(4-bromo-3-(1H-1,2,4-triazol-5-yl)thiophen-2-yl)-2-(7-fluoro-2-oxo-6-(trifluoromethyl)quinolin-1(2H)-yl)acetamide BrC=1C(=C(SC1)NC(CN1C(C=CC2=CC(=C(C=C12)F)C(F)(F)F)=O)=O)C1=NC=NN1